[O-2].[Fe+2].[Mg+2].[O-2] Magnesium-iron oxide